ethyl 2-(2-((2-(hydroxymethyl)-7-iodobenzofuran-5-yl)methoxy)phenyl)acetate OCC=1OC2=C(C1)C=C(C=C2I)COC2=C(C=CC=C2)CC(=O)OCC